4-(3-(6-(4-isopropyl-4H-1,2,4-triazol-3-yl)pyridin-2-yl)-2-oxoimidazolidin-1-yl)benzenesulfonamide C(C)(C)N1C(=NN=C1)C1=CC=CC(=N1)N1C(N(CC1)C1=CC=C(C=C1)S(=O)(=O)N)=O